tert-Butyl ((R)-tetrahydrofuran-3-yl) (6-(4-cyano-5-methyl-3,4-dihydro-2H-pyrano[2,3-b]pyridin-6-yl)-7-fluoroisoquinoline-3,8-diyl)dicarbamate C(#N)C1CCOC2=NC=C(C(=C21)C)C=2C=C1C=C(N=CC1=C(C2F)NC(O[C@H]2COCC2)=O)NC(OC(C)(C)C)=O